4-{2-[2-(azetidin-1-yl)quinolin-7-yl]ethyl}-3-[(tert-butyldiphenylsilyl)oxy]-2-fluorocyclopentan-1-ol N1(CCC1)C1=NC2=CC(=CC=C2C=C1)CCC1C(C(C(C1)O)F)O[Si](C1=CC=CC=C1)(C1=CC=CC=C1)C(C)(C)C